2,4,5,6-tetra(9-carbazolyl)-isophthalonitrile C1=CC=CC=2C3=CC=CC=C3N(C12)C1=C(C#N)C(=C(C(=C1C#N)N1C2=CC=CC=C2C=2C=CC=CC12)N1C2=CC=CC=C2C=2C=CC=CC12)N1C2=CC=CC=C2C=2C=CC=CC12